COC1=CC=C(C=C1)CC(C#N)/C(=C/C2=CC(=C(C=C2)OC)OC)/C#N The molecule is a dinitrile that is butanedinitrile substituted by 4-methoxybenzyl and 3,4-dimethoxybenzylidene groups at positions 3 and 2 respectively. Isolated from the culture broth of the fungus Neosartorya fischeri, it exhibits antifungal activity. It has a role as a metabolite and an antifungal agent. It is a member of methoxybenzenes and a dinitrile.